N(N)C1=CC=C(C(=O)N)C=C1 4-Hydrazinobenzamide